C(C)(C)C1C2(OC(C(O2)=O)C)CC(CC1)C 6-Isopropyl-3,9-dimethyl-1,4-dioxaspiro[4.5]decan-2-on